C(C)(C)(C)OOC(C(CCCC)CC)=O tert.-Butyl-2-ethylperoxyhexanoat